COC(=O)C1CN(C(CN1)C)C(=O)OC(C)(C)C 6-methylpiperazine-1,3-dicarboxylic acid 1-(tert-butyl) ester 3-methyl ester